CC1=NC2=C(C=C(C=C2NC1=O)CN1CCN(CC1)C1=NC=C(C(=O)O)C=C1)C#CC 6-(4-((2-methyl-3-oxo-8-(prop-1-yn-1-yl)-3,4-dihydroquinoxalin-6-yl)methyl)piperazin-1-yl)nicotinic acid